2-(2,2-difluoroethyl)-8-methyl-8-(trifluoromethyl)-7,8-dihydro-6H-pyrazolo[1,5-a]pyrrolo[2,3-e]pyrimidine FC(CC1=NN2C(N=CC3=C2C(CN3)(C(F)(F)F)C)=C1)F